4-chloro-2-((4-chloro-phenylimino)methyl)-phenol ClC1=CC(=C(C=C1)O)C=NC1=CC=C(C=C1)Cl